[C@H]12CCC[C@@H](CC1)N2 (1S,2R,3S,4R,5S)-8-AZABICYCLO[3.2.1]OCTANE